[Br-].C(=C)N1CN(C=C1)CCCCCCCC 1-vinyl-3-octylimidazole bromide salt